Cl.N1CC(C1)CC(=O)N 2-(azetidin-3-yl)acetamide hydrochloride